6-(6-ethoxypyridin-3-yl)-N-(2-(2-fluorophenyl)-2-oxoethyl)pyrazine-2-carboxamide C(C)OC1=CC=C(C=N1)C1=CN=CC(=N1)C(=O)NCC(=O)C1=C(C=CC=C1)F